3-Aminospiro[indan-2,4'-piperidine]-5-carbonitrile hydrochloride Cl.NC1C2=CC(=CC=C2CC12CCNCC2)C#N